2-[6-(1-Methyl-1,2,3,6-tetrahydropyridin-4-yl)pyridazin-3-yl]-5-(1H-pyrazol-4-yl)phenol CN1CCC(=CC1)C1=CC=C(N=N1)C1=C(C=C(C=C1)C=1C=NNC1)O